(2-chloroethyl)(methyl)carbamic acid tert-butyl ester C(C)(C)(C)OC(N(C)CCCl)=O